4-(methylthio)-1-(2-(2,2,2-trifluoroethyl)-4-(trifluoromethyl)phenyl)-imidazo[1,5-d][1,2,4]triazine CSC1=NN=C(C=2N1C=NC2)C2=C(C=C(C=C2)C(F)(F)F)CC(F)(F)F